(S)-N-(1,1-dioxido-2,3-dihydrothiophen-3-yl)-5-fluoro-2-hydroxy-3',4'-dimethyl-[1,1'-biphenyl]-4-carboxamide O=S1(C[C@H](C=C1)NC(=O)C1=CC(=C(C=C1F)C1=CC(=C(C=C1)C)C)O)=O